3-[(3-chloro-2-methoxyphenyl)amino]-2-(3-fluoro-6-methoxy-1,5-naphthyridin-4-yl)-1H,5H,6H,7H-pyrrolo[3,2-c]pyridin-4-one ClC=1C(=C(C=CC1)NC1=C(NC2=C1C(NCC2)=O)C2=C(C=NC1=CC=C(N=C21)OC)F)OC